C(C)(C)(C)OC(=O)N[C@H]1CN(C[C@@H]1OC(C)C)C(=O)OCC1=CC=CC=C1 Benzyl (3S,4S)-3-[[(tert-butoxy)carbonyl]amino]-4-(propan-2-yloxy)pyrrolidine-1-carboxylate